BrCC(F)C=1C=C2C3(CN(CC2=CC1)CC1=CC=C(C=C1)OC)CC3 6'-(2-bromo-1-fluoroethyl)-2'-(4-methoxybenzyl)-2',3'-dihydro-1'H-spiro[cyclopropane-1,4'-isoquinoline]